2-[2-fluoro-4-(piperidine-1-carbonyl)phenyl]-4-[[5-(4-hydroxy-1-piperidyl)-2-pyridyl]amino]-6H-1,6-naphthyridin-5-one FC1=C(C=CC(=C1)C(=O)N1CCCCC1)C1=NC=2C=CNC(C2C(=C1)NC1=NC=C(C=C1)N1CCC(CC1)O)=O